6-chloro-4-oxo-N-(3-{4-[6-(trifluoromethyl)pyridin-3-yl]-1H-imidazol-1-yl}bicyclo[1.1.1]pent-1-yl)-3,4-dihydro-2H-1-benzopyran-2-carboxamide ClC=1C=CC2=C(C(CC(O2)C(=O)NC23CC(C2)(C3)N3C=NC(=C3)C=3C=NC(=CC3)C(F)(F)F)=O)C1